FC=1C=CC(=C(OC2C(CCCC2)O)C1)[N+](=O)[O-] 2-(5-fluoro-2-nitro-phenoxy)cyclohexanol